ClC1=CC(=C(CC2=CC=CC(=N2)OC2CCN(CC2)CC2=NC3=C(N2C[C@H]2OCC2)C=C(C=C3)NC(OC(C)(C)C)=O)C=C1)F tert-butyl (S)-(2-((4-((6-(4-chloro-2-fluorobenzyl)pyridin-2-yl)oxy)piperidin-1-yl)methyl)-1-(oxetan-2-ylmethyl)-1H-benzo[d]imidazol-6-yl)carbamate